2-[4-chloro-2-(trifluoromethyl)-7,9-dihydropyrrolo[3,4-h]quinolin-8-yl]-1,3,4-oxadiazole ClC1=CC(=NC2=C3C(=CC=C12)CN(C3)C=3OC=NN3)C(F)(F)F